S-4-chloro-N-isopropylcarbaniloylmethyl O,O-dimethyl phosphorodithioate P(OC)(OC)(=S)SCC(N(C1=CC=C(C=C1)Cl)C(C)C)=O